The molecule is a hydroxy ketone ascaroside that is ascr#2 in which the hydroxy group at position 2 of the ascarylopyranose moiety has been converted to the corresponding beta-D-glucoside. A metabolite of the nematode Caenorhabditis elegans, it is only weakly dauer inducing, but synergises with ascr#2, ascr#3, and ascr#8 in male attraction. It has a role as a Caenorhabditis elegans metabolite and a pheromone. It is a glycosyl glycoside derivative, a methyl ketone and a hydroxy ketone ascaroside. It derives from an ascr#2. C[C@H]1[C@@H](C[C@H]([C@@H](O1)O[C@H](C)CCC(=O)C)O[C@H]2[C@@H]([C@H]([C@@H]([C@H](O2)CO)O)O)O)O